C(CCCCCCCCC#CCCCCC)(=O)O 10-hexadecynic acid